NC1=C(C=2C(=NC=C(C2S1)F)C=1C2=C(C=3C=NC(=NC3C1F)N1[C@H]([C@H](CC1)NCC)C)COC2)C#N 2-Amino-4-(3-((2S,3S)-3-(ethylamino)-2-methylpyrrolidin-1-yl)-5-fluoro-7,9-dihydrofuro[3,4-f]quinazolin-6-yl)-7-fluorothieno[3,2-c]pyridine-3-carbonitrile